3-[(1-{[(3R,4R)-1-{3-[(dimethylamino)methyl]benzoyl}-3-phenylpiperidin-4-yl]carbonyl}-4-hydroxypiperidin-4-yl)methyl]-7-methyl-3,7-dihydro-4H-pyrrolo[2,3-d]pyrimidin-4-one CN(C)CC=1C=C(C(=O)N2C[C@H]([C@@H](CC2)C(=O)N2CCC(CC2)(O)CN2C=NC3=C(C2=O)C=CN3C)C3=CC=CC=C3)C=CC1